BrC=1C(=CC(=NC1)CNC(=O)[C@H]1CN(CCC1)C=1C=2C(N=CN1)=NN(C2)C2=CC=C(C=C2)C(F)(F)F)C (R)-N-((5-bromo-4-methylpyridin-2-yl)methyl)-1-(2-(4-(trifluoromethyl)phenyl)-2H-pyrazolo[3,4-d]pyrimidin-4-yl)piperidine-3-carboxamide